2-[[5-(3-Chloro-2-methylphenyl)-2-furanyl]methylene]-1H-indene-1,3(2H)-dione ClC=1C(=C(C=CC1)C1=CC=C(O1)C=C1C(C2=CC=CC=C2C1=O)=O)C